OC1=CC=C(C=C1)/C=C/C(=O)C1=CC=C(C=C1)N1CCCCC1 (E)-3-(4-Hydroxyphenyl)-1-(4-piperidin-1-ylphenyl)prop-2-en-1-one